7-((3-chloro-5-fluorobenzyl)oxy)-3,4-dihydroisoquinoline-2(1H)-carboxylic acid tert-butyl ester C(C)(C)(C)OC(=O)N1CC2=CC(=CC=C2CC1)OCC1=CC(=CC(=C1)F)Cl